O.C(\C=C\C(=O)O)(=O)O mono-fumarate hydrate